NCC=1C=C(C=CC1)C=1C=C(C2=C(C(=CO2)COC2=C(C=CC=C2)CC(=O)O)C1)OCC1=NC=CC=C1 2-(2-((5-(3-(aminomethyl)phenyl)-7-(pyridin-2-ylmethoxy)benzofuran-3-yl)methoxy)phenyl)acetic acid